CS(=O)(C)=NC1=CC=C(C=C1)NC1=NC=C(C(=N1)C1=CNC2=CC=CC=C12)F N-[4-[[Dimethyl(oxo)-λ6-sulfanylidene]amino]phenyl]-5-fluoro-4-(1H-indol-3-yl)pyrimidin-2-amine